ClC=1C=C(C=CC1F)NC(N(C(C)C1=CNC(C2=CC=CC=C12)=O)CCS(=O)(=O)C)=O 3-(3-Chloro-4-fluorophenyl)-1-(2-(methylsulfonyl)ethyl)-1-(1-(1-oxo-1,2-dihydroisoquinolin-4-yl)ethyl)urea